bis(2,3-dimercaptopropoxyl) sulfide SC(COSOCC(CS)S)CS